(S)-1-(3-(4-amino-5-((2-cyclobutyl-6-fluorobenzo[d]thiazol-5-yl)ethynyl)-7H-pyrrolo[2,3-d]pyrimidin-7-yl)pyrrolidin-1-yl)prop-2-en-1-one NC=1C2=C(N=CN1)N(C=C2C#CC=2C(=CC1=C(N=C(S1)C1CCC1)C2)F)[C@@H]2CN(CC2)C(C=C)=O